C(C=C)(=O)OCCNC(=O)N N-(2-acryloyloxyethyl)urea